C(C)NC(C(N1CC2=C(CC1)SC(=C2)C2=NOC(=N2)C(F)(F)F)=O)=O N-ethyl-2-oxo-2-(2-(5-(trifluoromethyl)-1,2,4-oxadiazol-3-yl)-6,7-dihydrothieno[3,2-c]pyridin-5(4H)-yl)acetamide